2-chloroethane ClCC